(R)-4-(6-(4-(4-fluoropyrazolo[1,5-a]pyridin-2-yl)-1,4,6,7-tetrahydro-5H-imidazo[4,5-c]pyridin-5-yl)pyrimidin-4-yl)morpholine FC=1C=2N(C=CC1)N=C(C2)[C@@H]2N(CCC1=C2N=CN1)C1=CC(=NC=N1)N1CCOCC1